C12N(CC(NC1)CC2)C2=C1CN(C(C1=C(C(=C2)F)F)=O)C2C(NC(CC2)=O)=O 3-(4-(2,5-diazabicyclo[2.2.2]octan-2-yl)-6,7-difluoro-1-oxoisoindolin-2-yl)piperidine-2,6-dione